ClC=1C=C(C=C(C1OC1=NC=C(C=C1Cl)C(F)(F)F)Cl)NC(=O)NC(C1=C(C=CC=C1F)F)=O 1-[3,5-dichloro-4-(3-chloro-5-trifluoromethyl-2-pyridyloxy)phenyl]-3-(2,6-difluorobenzoyl)urea